CN(CCOC=1C=CC=2C[C@@H]3N(CC2C1)[C@@H](CN(C3)C3=C1C=CC=NC1=C(C=C3)C#N)C)C 5-[(4R,11aS)-8-[2-(Dimethylamino)ethoxy]-4-methyl-1,3,4,6,11,11a-hexahydropyrazino[1,2-b]isochinolin-2-yl]chinolin-8-carbonitril